C(C)OC(=C)C=1N=C(C=C2C1OC(=CC2=O)C2=CC=NC=C2)C 8-(1-ethoxyvinyl)-6-methyl-2-(pyridin-4-yl)-4H-pyrano[2,3-c]pyridin-4-one